1,8-diazabicyclo[5.4.0]undec-7-ene octanoate C(CCCCCCC)(=O)O.N12CCCCCC2=NCCC1